OCC1CCC(CC1)N1C(C2=CC(=C(C=C2C1)NC(=O)C1=NC(=CC=C1)C(F)(F)F)OC)=O N-[2-[4-(hydroxymethyl)cyclohexyl]-6-methoxy-1-oxo-isoindolin-5-yl]-6-(trifluoromethyl)pyridine-2-carboxamide